OP(=O)(OCOC1=CC=C(C=C1)\C=C\C(=O)C1=C(C=C(C=C1)O)O)O (E)-4-(Dihydroxyphosphinyloxymethoxy)-2',4'-dihydroxychalcone